OCCN(C(O)=O)CCO Bis(2-hydroxyethyl)carbamic acid